1-oxyl-2,2,6,6-tetramethyl-4-allyloxy-piperidine ON1C(CC(CC1(C)C)OCC=C)(C)C